tert-Butyl 6-(tert-butyl)-2-(4-((6-methoxy-6-oxohexyl)oxy)benzamido)-4,5,6,7-tetrahydrobenzo[b]thiophene-3-carboxylate C(C)(C)(C)C1CCC2=C(SC(=C2C(=O)OC(C)(C)C)NC(C2=CC=C(C=C2)OCCCCCC(=O)OC)=O)C1